BrC1=NC(=CC(=C1)OC[C@@H](C)OC)S(=O)(=O)C (R)-2-bromo-4-(2-methoxypropoxy)-6-(methylsulfonyl)pyridine